6-(3-chloro-4-fluorophenyl)-2-phenoxymethylimidazo[1,2-a]pyrimidine ClC=1C=C(C=CC1F)C=1C=NC=2N(C1)C=C(N2)COC2=CC=CC=C2